N-ethyl-N-(2-methoxyethyl)-6-nitropyridin-3-amine C(C)N(C=1C=NC(=CC1)[N+](=O)[O-])CCOC